(1,2-diphenylhexyl)malononitrile C1(=CC=CC=C1)C(C(CCCC)C1=CC=CC=C1)C(C#N)C#N